2-Fluoro-5-((6-fluoro-1-(phenylsulfonyl)-4-((1-(tetrahydro-2H-pyran-2-yl)-1H-pyrazol-3-yl)methyl)-1H-indol-5-yl)oxy)benzonitrile FC1=C(C#N)C=C(C=C1)OC=1C(=C2C=CN(C2=CC1F)S(=O)(=O)C1=CC=CC=C1)CC1=NN(C=C1)C1OCCCC1